methyl-(4-(6-aminopyridin-3-yl)phenyl)methanol CC(O)C1=CC=C(C=C1)C=1C=NC(=CC1)N